tert-butyl (4-(4-((4-((1-(tert-butyl)-5-((1S,3R)-3-hydroxycyclopentyl)-1H-pyrazol-3-yl)amino)piperidin-1-yl)sulfonyl)-1H-pyrazol-1-yl)butyl)carbamate C(C)(C)(C)N1N=C(C=C1[C@@H]1C[C@@H](CC1)O)NC1CCN(CC1)S(=O)(=O)C=1C=NN(C1)CCCCNC(OC(C)(C)C)=O